C(#N)[B-]([2H])([2H])[2H].[Na+] sodium cyano(trideuterio)boranuide